1,8-dimethoxy-9-(4-methoxyphenyl)-10-methylacridine bromide [Br-].COC1=CC=CC=2N(C3=CC=CC(=C3C(C12)C1=CC=C(C=C1)OC)OC)C